N-(2-(3-(dimethylamino)propoxy)-5-(3'-methyl-2'-oxo-2',3'-dihydrospiro[cyclopropane-1,1'-pyrrolo[2,3-c]quinolin]-8'-yl)pyridin-3-yl)-1-methyl-1H-pyrazole-4-sulfonamide CN(CCCOC1=NC=C(C=C1NS(=O)(=O)C=1C=NN(C1)C)C1=CC=2C3=C(C=NC2C=C1)N(C(C31CC1)=O)C)C